(S)-6-chloro-2-(1-cyclopropylethyl)-4-isopropoxy-1,2-dihydro-3H-pyrrolo[3,4-c]pyridin-3-one ClC1=CC2=C(C(=N1)OC(C)C)C(N(C2)[C@@H](C)C2CC2)=O